methyl 2-(4,4-difluoro-3-methylpiperidin-1-yl)-5-(trifluoromethyl)benzoate FC1(C(CN(CC1)C1=C(C(=O)OC)C=C(C=C1)C(F)(F)F)C)F